O1CCN(CC1)CCNS(=O)(=O)C1=CC=CC=C1 N-(2-morpholinoethyl)benzenesulfonamide